1-isobutyl-phosphoric acid C(C(C)C)OP(O)(O)=O